5-(6-phenyl-1H-pyrrolo[2,3-b]pyridin-3-yl)-N-(pyridin-3-yl)pyrazolo[1,5-a]pyridine-3-carboxamide C1(=CC=CC=C1)C1=CC=C2C(=N1)NC=C2C2=CC=1N(C=C2)N=CC1C(=O)NC=1C=NC=CC1